2-n-propyl-4,6-bis(trichloromethyl)-s-Triazine C(CC)C1=NC(=NC(=N1)C(Cl)(Cl)Cl)C(Cl)(Cl)Cl